CN([C@H](C)C(=O)O)C(=O)C1=C(OC2=C1C=CC=C2)C2=CC=CC=C2.C(C2CO2)OCCC[SiH2]CCCOCC2CO2 3-glycidoxypropyl-(3-glycidoxypropyl)silane methyl-(2-phenyl-benzofuran-3-carbonyl)-D-alaninate